4-((1R,3s)-3-((R)-1-((5-(2,4-difluorophenoxy)pyridin-2-yl)amino)-1-oxopropan-2-yl)cyclohexyl)pyridine FC1=C(OC=2C=CC(=NC2)NC([C@H](C)[C@@H]2C[C@@H](CCC2)C2=CC=NC=C2)=O)C=CC(=C1)F